5-(2-chlorophenoxy)-3-((1-phenylcyclobutyl)amino)-4H-benzo[e][1,2,4]thiadiazine 1,1-dioxide ClC1=C(OC2=CC=CC3=C2NC(=NS3(=O)=O)NC3(CCC3)C3=CC=CC=C3)C=CC=C1